(R)-2-amino-3-methoxy-N-((R)-3-phenoxy-1-(4,4,5,5-tetramethyl-1,3,2-dioxaborolan-2-yl)propyl)propanamide hydrochloride Cl.N[C@@H](C(=O)N[C@@H](CCOC1=CC=CC=C1)B1OC(C(O1)(C)C)(C)C)COC